OC1C(N(C2=CC=C(C=C2C1=O)C=1N=NN(C1)CC1=CC(=CC=C1)OC)C)=O 3-hydroxy-6-(1-(3-methoxybenzyl)-1H-1,2,3-triazol-4-yl)-1-methylquinoline-2,4(1H,3H)-dione